[Mn+2].[Mg+2].N(=C=S)C1=CC=C(C=C1)C=1C2=CC=C(N2)C(=C2C=CC(C(=C3C=CC(=C(C=4C=CC1N4)C4=CC=C(C=C4)S(=O)(=O)[O-])N3)C3=CC=C(C=C3)S(=O)(=O)[O-])=N2)C2=CC=C(C=C2)S(=O)(=O)[O-] 5-(4-isothiocyanatophenyl)-10,15,20-tri(4-sulfophenyl)porphyrin magnesium manganese salt